6-chloro-1-(2,6-diethylphenyl)-7-(3-hydroxy-1-azetidinyl)-4-((2S)-2-methyl-4-(2-propenoyl)-1-piperazinyl)pyrido[2,3-d]pyrimidin-2(1H)-one ClC1=CC2=C(N(C(N=C2N2[C@H](CN(CC2)C(C=C)=O)C)=O)C2=C(C=CC=C2CC)CC)N=C1N1CC(C1)O